FS(=O)(=O)[N+]1=C(NC=C1)S(=O)(=O)F bis(fluorosulfonyl)imidazolium